7-(benzyloxy)-4-(4-bromophenyl)-3-cyclohexyl-1-methylisochroman-4-ol C(C1=CC=CC=C1)OC1=CC=C2C(C(OC(C2=C1)C)C1CCCCC1)(O)C1=CC=C(C=C1)Br